ClC1=CC=C(C=C1)NC1=NC=C(C(=N1)NC1=C(C(=CC=C1)C1=NN(C=N1)C)OC)C(=O)[O-].[Li+] Lithium 2-((4-chlorophenyl) amino)-4-((2-methoxy-3-(1-methyl-1H-1,2,4-triazol-3-yl)phenyl) amino)pyrimidine-5-carboxylate